(3R)-4-[2-(2-fluorophenyl)sulfonyl-2-azaspiro[3.3]heptan-6-yl]-3-methyl-8-(trifluoromethoxy)-2,3-dihydropyrido[3,2-f][1,4]oxazepin-5-one FC1=C(C=CC=C1)S(=O)(=O)N1CC2(C1)CC(C2)N2[C@@H](COC1=C(C2=O)C=CC(=N1)OC(F)(F)F)C